ClC1=C(C=C(C=C1)F)C1NC(C2=C1C(=CC1=C(N(N=C21)C)CC(F)F)NC(=O)C2=NSC1=C2C=C(C=C1)F)=O N-[6-(2-chloro-5-fluorophenyl)-3-(2,2-difluoroethyl)-2-methyl-8-oxo-7,8-dihydro-6H-pyrrolo[4,3-g]indazol-5-yl]-5-fluorobenzo[d][1,2]thiazole-3-carboxamide